ethoxy ether sulfite S(=O)(O)O.C(C)OOOCC